OC(C(=O)[O-])(C)O.C(C(O)CO)(=O)[O-].[Zn+2] zinc glycerate (dihydroxypropionate)